C(C)(C)(C)OC(COCCOCCOCCOCCOCC(=O)OC(C)(C)C)=O 3,6,9,12,15-pentaoxaheptadecanedioic acid di-tert-butyl ester